Tert-butyl 3-(6-(aminomethyl)-1-((1-methyl-1H-imidazol-4-yl)methyl)-1H-indol-3-yl)propanoate NCC1=CC=C2C(=CN(C2=C1)CC=1N=CN(C1)C)CCC(=O)OC(C)(C)C